{4-[6-amino-5-(2-trifluoromethyl-benzyloxy)-pyridin-3-yl]-phenyl}-(4-methyl-piperazin-1-yl)-methanone NC1=C(C=C(C=N1)C1=CC=C(C=C1)C(=O)N1CCN(CC1)C)OCC1=C(C=CC=C1)C(F)(F)F